ClC=1C=C(C=CC1)C(CCCOB([O-])[O-])(C1=CC(=CC=C1)Cl)C1=CC(=CC=C1)Cl.C(C1=CC=CC=C1)[N+](C)(C)CCCCCCCCCCCCCCCC.C(C1=CC=CC=C1)[N+](C)(C)CCCCCCCCCCCCCCCC N-benzyl-N,N-dimethylhexadecylammonium tris(3-chlorophenyl)butylborate